N[C@H]1C2N(CC1CC2)C(=O)C2=CC1=C(N(C(=N1)C=1N(C3=CC(=CC=C3C1)N1CCC3(CNC3=O)CC1)CC1CC1)C)C(=C2)OC 7-(2-{5-[(7R)-7-amino-2-azabicyclo[2.2.1]heptane-2-carbonyl]-7-methoxy-1-methyl-1H-1,3-benzodiazol-2-yl}-1-(cyclopropylmethyl)-1H-indol-6-yl)-2,7-diazaspiro[3.5]nonan-1-one